4-(5-fluoro-2-methoxyphenyl)butanoic acid FC=1C=CC(=C(C1)CCCC(=O)O)OC